6-(4-fluorophenyl)-5-methyl-5H-pyrrolo[2,3-b]Pyrazine-2-carboxylic acid methyl ester COC(=O)C=1N=C2C(=NC1)N(C(=C2)C2=CC=C(C=C2)F)C